C(C1=CC=CC=C1)OC=1C(C(=CN2C1C(N1[C@H](C=C[C@@H]([C@H]2C1)OC)C)=O)C(=O)NCC1=C(C=C(C=C1)F)F)=O (3S,6S,7R)-12-(benzyloxy)-N-(2,4-difluorobenzyl)-6-methoxy-3-methyl-1,11-dioxo-1,6,7,11-tetrahydro-3H-2,7-methanopyrido[1,2-a][1,4]diazonine-10-carboxamide